1,5-pentylenediamine hydrochloride Cl.C(CCCCN)N